1-[4-(1H-Indazol-3-yl)-phenyl]-3-(1H-pyrazol-4-ylmethyl)-urea N1N=C(C2=CC=CC=C12)C1=CC=C(C=C1)NC(=O)NCC=1C=NNC1